COC=1C=CC=2CC(N3C(C2C1)=C1C=CC=CC1=N3)(NC3=CC=CC=C3)C(F)(F)F 2-Methoxy-N-phenyl-6-(trifluoromethyl)-5,6-dihydroindazolo[3,2-a]isoquinolin-6-amine